[C@@H]1([C@H](O)[C@H](O)[C@@H](C[S+](CC[C@H](N)C(=O)Cl)C)O1)N1C=NC=2C(N)=NC=NC12 S-(5'-Adenosyl)-L-Methionine Chloride